BrC1=CC(=C(N)C=C1C)C1OCCC1 4-bromo-5-methyl-2-(tetrahydrofuran-2-yl)aniline